(S)-1-[(S)-1-[(3-{(3-Azabicyclo[3.1.0]hex-3-yl)methyl}-1,5-dioxa-9-aza-9-spiro[5.5]undecyl)carbonyl]-3-methylbutyl]-3-isobutyl-4-methyl-2-piperazinone C12CN(CC2C1)CC1COC2(OC1)CCN(CC2)C(=O)[C@H](CC(C)C)N2C([C@@H](N(CC2)C)CC(C)C)=O